CC1=CC=C(C=N1)CN1C2CN(CC1C2)C2=CC=C(C=N2)C2=NC1=CC=CC=C1C(=N2)N 6-(6-((6-methylpyridin-3-yl)methyl)-3,6-diazabicyclo[3.1.1]heptan-3-yl)pyridin-3-ylquinazolin-4-amine